N-((3-(benzyloxy)-1-ethyl-6-methyl-4-oxo-1,4-dihydropyridin-2-yl)methyl)-4-methoxybenzenesulfonamide C(C1=CC=CC=C1)OC1=C(N(C(=CC1=O)C)CC)CNS(=O)(=O)C1=CC=C(C=C1)OC